2-hydroxy-4-(methylthio)butanamide tri-n-butyl-phosphate C(CCC)OP(=O)(OCCCC)OCCCC.OC(C(=O)N)CCSC